(5-chloro-1H-benzo[d]imidazol-1-yl)(naphthalen-1-yl)methanone ClC1=CC2=C(N(C=N2)C(=O)C2=CC=CC3=CC=CC=C23)C=C1